2-tetrahydropyranyl-methanol O1C(CCCC1)CO